1-[2-(difluoromethoxy)-4-(trifluoromethyl)phenyl]-3H-pyrido[3,4-d]pyridazin-4-one FC(OC1=C(C=CC(=C1)C(F)(F)F)C=1C2=C(C(NN1)=O)C=NC=C2)F